CN(C)CC1(CC1)COC=1N=C(C2=C(N1)CNCC2)N2CC1CCC(C2)N1C(=O)OC(C)(C)C tert-butyl 3-(2-((1-((dimethylamino) methyl) cyclopropyl) methoxy)-5,6,7,8-tetrahydropyrido[3,4-d]pyrimidin-4-yl)-3,8-diazabicyclo[3.2.1]octane-8-carboxylate